3-hydroxy-1-methyl-3-(5-(2-methyl-2H-pyrazolo[3,4-b]pyridin-5-yl)thieno[3,2-b]pyridin-2-yl)cyclobutanecarbonitrile OC1(CC(C1)(C#N)C)C1=CC2=NC(=CC=C2S1)C1=CC=2C(N=C1)=NN(C2)C